4-[1-(1-methyl-3H-inden-4-yl)vinyl]-1-(triphenylmethyl)imidazole CC1=CCC2=C(C=CC=C12)C(=C)C=1N=CN(C1)C(C1=CC=CC=C1)(C1=CC=CC=C1)C1=CC=CC=C1